ClC1=CN(C2=NC=CC(=C21)OC=2C=CC(=NC2)NC(=O)NC2=CC(=C(C=C2)CN2CCN(CC2)C)C(F)(F)F)COCC[Si](C)(C)C 1-(5-((3-chloro-1-((2-(trimethylsilyl)ethoxy)methyl)-1H-pyrrolo[2,3-b]pyridin-4-yl)oxy)pyridin-2-yl)-3-(4-((4-methylpiperazin-1-yl)methyl)-3-(trifluoromethyl)phenyl)urea